dipropylene glycol isobutyl methyl ether COCC(OCC(C)OCC(C)C)C